FC(C=1C=C(C=CC1C(F)(F)F)CC(=O)N1CCN(CC1)C=1C=CC=2N(N1)C=NN2)(F)F 2-[3,4-bis(trifluoromethyl)phenyl]-1-(4-{[1,2,4]triazolo[4,3-b]pyridazin-6-yl}piperazin-1-yl)ethan-1-one